FC(OC1=C(C=C(C=N1)C(=O)NCC=1C2=C(C=NC1)CCO2)F)F 6-(difluoromethoxy)-N-[(2,3-dihydrofuro[3,2-c]pyridin-7-yl)methyl]-5-fluoropyridine-3-carboxamide